FC=1C=C(C=CC1)C1=C(C=CC=C1)OC1=CC=C2C(=N1)N(C=N2)C 5-(3'-fluorobiphenyl-2-yloxy)-3-methyl-3H-imidazo[4,5-b]pyridine